6-chloro-N-[5-(2,2-difluoroethoxy)-4,6-dimethoxy-pyrimidin-2-yl]-7-(3-methylpyrazol-1-yl)-1H-indole-3-sulfonamide ClC1=CC=C2C(=CNC2=C1N1N=C(C=C1)C)S(=O)(=O)NC1=NC(=C(C(=N1)OC)OCC(F)F)OC